tert-Butyl (2S,3R)-2-((2-allyl-5-methylphenyl)carbamoyl)-3-((tert-butyldimethylsilyl)oxy)pyrrolidine-1-carboxylate C(C=C)C1=C(C=C(C=C1)C)NC(=O)[C@H]1N(CC[C@H]1O[Si](C)(C)C(C)(C)C)C(=O)OC(C)(C)C